rac-methyl (1R,3S)-3-aminocyclohexane-1-carboxylate N[C@@H]1C[C@@H](CCC1)C(=O)OC |r|